(R)-3-hydroxy-1-(piperidin-4-yl)pyrrolidin-2-one hydrochloride Cl.O[C@H]1C(N(CC1)C1CCNCC1)=O